3,5-difluoro-4-[2-(propan-2-yl)-6-[3-(trifluoromethyl)phenyl]imidazo[1,2-a]pyrazin-3-yl]phenol FC=1C=C(C=C(C1C1=C(N=C2N1C=C(N=C2)C2=CC(=CC=C2)C(F)(F)F)C(C)C)F)O